FC(OCCN1N=CC(=C1)C(=O)OCC)F ethyl 1-(2-(difluoromethoxy)ethyl)-1H-pyrazole-4-carboxylate